C1(CC1)C=1C=C(OC=2C(=CN=NC2)C(=O)O)C=CC1 5-(3-cyclopropylphenoxy)pyridazine-4-carboxylic acid